2,4-dichlorophenoxyacetic acid isooctyl ester C(CCCCC(C)C)OC(COC1=C(C=C(C=C1)Cl)Cl)=O